methyl 3-(4-methylphenyl)-3-(2-methoxymethoxy-5-methylphenyl)-acrylate CC1=CC=C(C=C1)C(=CC(=O)OC)C1=C(C=CC(=C1)C)OCOC